N-(3-hydroxyphenyl)-2-oxo-6-(trifluoromethyl)-1,2-dihydropyridine-3-carboxamide OC=1C=C(C=CC1)NC(=O)C=1C(NC(=CC1)C(F)(F)F)=O